methyl (S)-2-amino-3-(8-bromo-2,3-dihydrobenzo[1,4]dioxin-5-yl)propanoate N[C@H](C(=O)OC)CC1=CC=C(C=2OCCOC21)Br